CN(C1CCC(CC1)NC1=C2C=C(N(C2=CC=C1)CC(F)(F)F)C#CCN(C(CC)=O)C1=C(C=C(C=C1)S(=O)(=O)C)O)C N-(3-(4-(((1R,4R)-4-(dimethylamino)cyclohexyl)amino)-1-(2,2,2-trifluoroethyl)-1H-indol-2-yl)prop-2-yn-1-yl)-N-(2-hydroxy-4-(methylsulfonyl)phenyl)propionamide